N1C=CC2=CC(=CC=C12)CN1CC(OCC1)C1=NC2=CC=CC=C2C(=C1)C(=O)N(C)CCO 2-(4-((1H-indol-5-yl)methyl)morpholin-2-yl)-N-(2-hydroxyethyl)-N-methylquinoline-4-carboxamide